C(#N)C(C)(C)C=1C=C(C(=O)NC2=CN=NC(=C2)C=2C=NC3=CC(=NC=C3C2)NC)C=CN1 2-(2-cyanoprop-2-yl)-N-(6-(7-(methylamino)-1,6-naphthyridin-3-yl)pyridazin-4-yl)isonicotinamide